FC(C1=C(C=CC(=C1)N)N)(F)F 2-trifluoromethylbenzene-1,4-diamine